[N+](=O)([O-])C1=CC=C(OCC2CO2)C=C1 2-[(4-nitrophenoxy) methyl]Ethylene oxide